2-[2-(5-fluoro-6-methyl-2-pyridyl)imidazo[1,2-a]pyridin-3-yl]-7-(1H-pyrazol-4-yl)-1,5-naphthyridine FC=1C=CC(=NC1C)C=1N=C2N(C=CC=C2)C1C1=NC2=CC(=CN=C2C=C1)C=1C=NNC1